N1CC(C1)C1=CC(=NC(=C1)Cl)Cl 4-(azetidin-3-yl)-2,6-dichloropyridine